methyl-2-methyl-2-(2,2,7-trifluoro-3-oxo-6-(perfluorophenyl)-2,3-dihydro-4H-benzo[b][1,4]oxazin-4-yl)propanoate COC(C(C)(N1C2=C(OC(C1=O)(F)F)C=C(C(=C2)C2=C(C(=C(C(=C2F)F)F)F)F)F)C)=O